C1(=CC=CC=C1)C1=CC2=C(C=CC=C(N2)N)C=C1 8-phenyl-2-aminobenzoazepine